O=C1N(N=C(C2=CC=CC=C12)C(F)(F)F)NC(CC1=CC=CC=C1)=O N-[1-oxo-4-(trifluoromethyl)phthalazin-2(1H)-yl]-2-phenylacetamide